1-(2-(3-fluoro-5-(trifluoromethyl)phenoxy)pyridin-4-yl)-1,5,6,7-tetrahydro-4H-pyrazolo[4,3-c]pyridin-4-one FC=1C=C(OC2=NC=CC(=C2)N2N=CC=3C(NCCC32)=O)C=C(C1)C(F)(F)F